1,2,3,4,5,6-benzenehexacarboxylic acid C1(=C(C(=C(C(=C1C(=O)O)C(=O)O)C(=O)O)C(=O)O)C(=O)O)C(=O)O